CC1(CC=2C=CC=C3C(=CC=C1C23)C2=C(C(=O)N)C=CC(=C2)F)C (2,2-dimethyl-1,2-dihydroacenaphthylen-5-yl)-4-fluorobenzamide